ClCC(=O)N(C1=CC(=CC(=C1)C)C)CC1=C(C=CC=C1)Cl 2-chloro-N-[(2-chlorophenyl)methyl]-N-(3,5-dimethylphenyl)acetamide